BrC=1C(=NC(=NC1)NC1=CC=C(C=C1)S(NCCOCCOCCOCCOCCOCCOCCO)(=O)=O)NC1=C(C(=O)N)C(=CC=C1)F 2-[[5-bromo-2-[4-[2-[2-[2-[2-[2-[2-(2-hydroxyethoxy)ethoxy]ethoxy]ethoxy]ethoxy]ethoxy]ethylsulfamoyl]anilino]pyrimidin-4-yl]amino]-6-fluoro-benzamide